[OH-].[Co]=O cobaltous oxide hydroxide